(R)-2-((S)-3-(5-(aminomethyl)-6-oxo-1,6-dihydropyridin-3-yl)-4,4-difluoropiperidin-1-yl)-N-(2,2-difluoro-[1,3]dioxolo[4',5':4,5]benzo[1,2-d]thiazol-6-yl)propanamide NCC1=CC(=CNC1=O)[C@H]1CN(CCC1(F)F)[C@@H](C(=O)NC=1SC2=C(N1)C=C1C(=C2)OC(O1)(F)F)C